NC1=C(C=CC=C1)NC(C1=CC=C(C=C1)CCCN1CCC(CC1)CN[C@@H]1[C@H](C1)C=1C=NN(C1)C(C)C)=O N-(2-aminophenyl)-4-(3-(4-((((1S,2R)-2-(1-isopropyl-1H-pyrazol-4-yl)cyclopropyl)amino)methyl)piperidin-1-yl)propyl)benzamide